[4-(3-Benzyloxy-phenyl)-4-oxo-butyl]-carbamic acid tert-butyl ester C(C)(C)(C)OC(NCCCC(=O)C1=CC(=CC=C1)OCC1=CC=CC=C1)=O